C(#N)CNC(=O)C1=CC=C(C=C1)B(O)O (4-((cyanomethyl)carbamoyl)phenyl)boronic acid